(2R)-1-[2-(1-benzofuran-5-sulfonyl)-2H,4H,5H,6H-pyrrolo[3,4-c]pyrazol-5-yl]-3-hydroxy-3-methyl-2-phenylbutan-1-one O1C=CC2=C1C=CC(=C2)S(=O)(=O)N2N=C1C(=C2)CN(C1)C([C@@H](C(C)(C)O)C1=CC=CC=C1)=O